(4-fluorophenyl)-2-((4-(trifluoromethyl)benzyl)thio)benzo[d]oxazole FC1=CC=C(C=C1)C1=CC=CC2=C1N=C(O2)SCC2=CC=C(C=C2)C(F)(F)F